OC1(CC(C1)C(=O)N1CC2(C1)C[C@H](CC2)CC2=CC(=C(C=C2)C(F)(F)F)C)C |r| (rac)-((1s,3s)-3-hydroxy-3-methylcyclobutyl)(6-(3-methyl-4-(trifluoromethyl)benzyl)-2-azaspiro[3.4]oct-2-yl)methanone